5-amino-3,7-bis(4-methoxyphenyl)-7H-thiazolo[3,2-a]pyrimidine-6-carbonitrile NC1=C(C(N=C2N1C(=CS2)C2=CC=C(C=C2)OC)C2=CC=C(C=C2)OC)C#N